aminopropyltrimeth-oxysilane NCCC[Si](OC)(OC)OC